(7-chloro-1H-benzo[d]imidazol-2-yl)(3-(difluoromethyl)-5-methyl-5,6-dihydroimidazo[1,5-a]pyrazin-7(8H)-yl)methanone ClC1=CC=CC2=C1NC(=N2)C(=O)N2CC=1N(C(C2)C)C(=NC1)C(F)F